BrC1=COC2=C1C(=CC(=C2Cl)F)F 3-Bromo-7-chloro-4,6-difluoro-1-benzofuran